4-((2-((cyclopentyloxy)methyl)-3',5'-dimethoxy-2',4'-dimethyl-[1,1'-biphenyl]-4-yl)amino)tetrahydro-2H-pyran-4-carboxylic acid C1(CCCC1)OCC1=C(C=CC(=C1)NC1(CCOCC1)C(=O)O)C1=C(C(=C(C(=C1)OC)C)OC)C